amino-8-(2-(2-(methylsulfonyl)ethyl)-1-oxo-1,2-dihydrophthalazin-6-yl)-N,N-diisopropyl-3H-benzazepine-4-carboxamide NC1=NC2=C(C=C(C1)C(=O)N(C(C)C)C(C)C)C=CC(=C2)C=2C=C1C=NN(C(C1=CC2)=O)CCS(=O)(=O)C